C(C(C)C)OC1=CC=C2C(=CC=NC2=C1)C1=C(C=CC=C1)C 7-isobutoxy-4-(o-tolyl)quinolin